phenyl [(3-fluorophenyl)methyl] sulfide FC=1C=C(C=CC1)CSC1=CC=CC=C1